C(C)C1(CCC=2C1=NC=CC2)O 7-ethyl-6,7-dihydro-5H-cyclopenta[b]pyridin-7-ol